(1-(4-(2-methoxyethoxy)-6-(tetrahydrofuran-3-yl)pyridin-2-yl)-3-methyl-1H-pyrazolo[4,3-c]pyridin-6-yl)acetamide COCCOC1=CC(=NC(=C1)C1COCC1)N1N=C(C=2C=NC(=CC21)CC(=O)N)C